N-(3-carbamimidoyl-2-chloro-4-fluorobenzyl)isobutyramide hydrochloride Cl.C(N)(=N)C=1C(=C(CNC(C(C)C)=O)C=CC1F)Cl